BrC=1C=C2N(N=CC(=C2N[C@H]2C[C@H](CC2)NC(OC(C)(C)C)=O)C(N)=NC2=C(C=CC(=C2)F)Cl)C1 tert-butyl N-[cis-3-[[6-bromo-3-[N'-(2-chloro-5-fluoro-phenyl)carbamimidoyl]pyrrolo[1,2-b]pyridazin-4-yl]amino]cyclopentyl]carbamate